3,6-diazepine C1=CNC=CN=C1